OC1CCC(CC1)NC(CCNC(OC(C)(C)C)=O)=O tert-butyl (3-(((1r,4r)-4-hydroxycyclohexyl)amino)-3-oxopropyl)carbamate